6-(3-(methoxymethyl)-3-methylazetidin-1-yl)quinoline-4-carboxylic acid COCC1(CN(C1)C=1C=C2C(=CC=NC2=CC1)C(=O)O)C